O=C1N(C(CC1)=O)N([C@@H](CC(N)=O)C(=O)[O-])C(=O)OC(C)(C)C 2,5-Dioxopyrrolidin-1-yl-N2-(tert-butoxycarbonyl)-L-asparaginat